(1R,2R,4S)-3''-(2-Methoxyethoxy)-5-methyl-2-(prop-1-en-2-yl)-1,2,3,4-tetrahydro-[1,1':4',1''-terphenyl]-2',4,6'-triol COCCOC=1C=C(C=CC1)C=1C=C(C(=C(C1)O)[C@H]1[C@@H](C[C@@H](C(=C1)C)O)C(=C)C)O